4-(3-acetyl-2-methyl-5-((2-methylthiazol-4-yl)methyl)-1H-pyrrol-1-yl)benzonitrile C(C)(=O)C1=C(N(C(=C1)CC=1N=C(SC1)C)C1=CC=C(C#N)C=C1)C